C(C)OC(CN1CCC(C2=CC(=CC=C12)OC)=C=O)=O 6-methoxy-4-carbonyl-2,3-dihydro-1(4H)-quinolineacetic acid ethyl ester